2-oxo-N-(m-tolyl)-6-(trifluoromethyl)-1,2-dihydropyridine-3-carboxamide O=C1NC(=CC=C1C(=O)NC=1C=C(C=CC1)C)C(F)(F)F